P(=O)([O-])([O-])[O-] R-phosphate